2-(5-acetyl-3-carbamoyl-1H-indazol-1-yl)acetic acid C(C)(=O)C=1C=C2C(=NN(C2=CC1)CC(=O)O)C(N)=O